FC1(C(CN(CC1)C1=C(C=C2C(=N1)CCCCC2)C(=O)NC2=CC(=NC=C2)S(N)(=O)=O)C)F 2-(4,4-difluoro-3-methylpiperidin-1-yl)-N-(2-sulfamoylpyridin-4-yl)-6,7,8,9-tetrahydro-5H-cyclohepta[b]pyridine-3-carboxamide